C(CCC)[C@]1(CS(C2=C(N(C1)C1=CC=CC=C1)C=C(C(=C2)CSCC(=O)O)SC)(=O)=O)C (R)-2-(((3-butyl-3-methyl-7-(methylthio)-1,1-dioxido-5-phenyl-2,3,4,5-tetrahydro-1,5-benzothiazepin-8-yl)methyl)thio)acetic acid